N-benzyl-2,6-dichloro-N-methyl-7H-purine-7-sulfonamide C(C1=CC=CC=C1)N(S(=O)(=O)N1C=NC2=NC(=NC(=C12)Cl)Cl)C